ClC1=NC(=C(C(=N1)N1C[C@@H](N(CC1)C(=O)[O-])CC#N)[N+](=O)[O-])C[C@]1(CCCC2=CC=CC=C12)C(=O)OC (S)-4-(2-Chloro-6-(((S)-1-(methoxycarbonyl)-1,2,3,4-tetrahydronaphthalen-1-yl)methyl)-5-nitro pyrimidin-4-yl)-2-(cyanomethyl)piperazine-1-carboxylate